ClC1=NC=CC(=N1)N1CC(C2=NC(=CC=C21)N2C=NC=C2)(C)C 1-(2-chloropyrimidin-4-yl)-5-(1H-imidazole-1-yl)-3,3-dimethyl-2,3-dihydro-1H-pyrrolo[3,2-b]pyridine